N-chlorobenzenesulfonamidosodium ClN(S(=O)(=O)C1=CC=CC=C1)[Na]